(S)-N'-((1,2,3,5,6,7-hexahydro-s-indacen-4-yl-3,3,5,5-d4)carbamoyl)-2-(2-hydroxypropan-2-yl)thiazole-5-sulfonimidamide C1CC(C2=C(C=3C(CCC3C=C12)([2H])[2H])NC(=O)N=[S@@](=O)(N)C1=CN=C(S1)C(C)(C)O)([2H])[2H]